tert-butyl 2-[1-(2-ethoxypyridin-4-yl)-3-methylcyclobutane-1-carbonyl]hydrazine-1-carboxylate C(C)OC1=NC=CC(=C1)C1(CC(C1)C)C(=O)NNC(=O)OC(C)(C)C